Br.BrCC(=O)C1=NC=CC=C1 2-bromo-1-(pyridin-2-yl)ethan-1-one hydrogen bromide